N-((2-methoxyethyl)(methyl)(oxo)-λ6-sulfaneylidene)-4-(5-(trifluoromethyl)-1,2,4-oxadiazol-3-yl)benzamide COCCS(=NC(C1=CC=C(C=C1)C1=NOC(=N1)C(F)(F)F)=O)(=O)C